C(C)(C)(C)OC(=O)N[C@H](C(=O)O)CC1C(NC2(COC2)C1)=O (2S)-2-[(tert-butoxycarbonyl)amino]-3-{6-oxo-2-oxa-5-azaspiro[3.4]oct-7-yl}propanoic acid